6-Chloro-3-(1,1,3,3-tetramethylbutylamino)-4H-thieno[3,2-e]-1,2,4-thiadiazine 1,1-dioxide ClC1=CC=2NC(=NS(C2S1)(=O)=O)NC(CC(C)(C)C)(C)C